BrC=1C(=NC=CC1)C(C(=O)OC)C methyl 2-(3-bromopyridin-2-yl)propanoate